C(C=1C(C(=O)[O-])=CC=CC1)(=O)[O-].C(C)(=O)O.C(C)(=O)O.[Zn+2] zinc diacetate phthalate